5'-chloro-N-(2-methoxyethyl)-N-methyl-7'-oxo-7',8'-dihydro-6'H-spiro[cyclohexane-1,9'-furo[2,3-f]quinazoline]-2'-carboxamide ClC=1C=C2C(=C3C4(NC(NC13)=O)CCCCC4)OC(=C2)C(=O)N(C)CCOC